C(C=1C(C(=O)[O-])=CC=CC1)(=O)[O-].[Zn+2].C(C1=CC=CC=C1)(=O)N benzamide zinc phthalate